N-(3-aminobicyclo[1.1.1]pent-1-yl)-2-(4-chloro-3-fluorophenoxy)acetamide benzyl-4-fluoro-4-(7-hydroxy-5-oxo-[1,3,4]thiadiazolo[3,2-a]pyrimidin-2-yl)piperidine-1-carboxylate C(C1=CC=CC=C1)OC(=O)N1CCC(CC1)(C1=NN2C(=NC(=CC2=O)O)S1)F.NC12CC(C1)(C2)NC(COC2=CC(=C(C=C2)Cl)F)=O